ClC=1C=CC(=C(C1)C1=CC(N(C=C1OC)C(C(=O)NC1=CC=C(C(=O)O)C=C1)CC1=NN(C=C1)C)=O)N1N=NC(=C1)C(F)(F)F 4-(2-(4-(5-chloro-2-(4-(trifluoromethyl)-1H-1,2,3-triazol-1-yl)phenyl)-5-methoxy-2-oxopyridin-1(2H)-yl)-3-(1-methyl-1H-pyrazol-3-yl)propanamido)benzoic acid